[Sn].S1SC=CC1 dithiolene tin